ClC1=CC(=NC=2N(C(N(CC21)C)=O)C)C(C)C 5-Chloro-7-isopropyl-1,3-dimethyl-3,4-dihydropyrido[2,3-d]pyrimidin-2(1H)-one